2-dimethylamino-4-hydroxymethyl-1,3-dimethyl-1,4,5,6-tetrahydropyrimidinium CN(C1[NH+](CCC(N1C)CO)C)C